C(C(C)C)(=O)OC1=CC(=CC(=C1)C=NC1=CC=C(C=C1)Cl)Cl 3-chloro-5-((4-chloro-phenylimino)methyl)-phenyl isobutyrate